BrC#CC1=CC=C(C(=O)OC(C)(C)C)C=C1 tert-butyl 4-(bromoethynyl)benzoate